BrNC1=C(C=CC=C1)OC bromo-2-methoxyaniline